4-bromobutyl acetate C(C)(=O)OCCCCBr